N=1ON=C2C1C=CC(=C2)C=CC(=O)C2=CC=C(C=C2)Cl 3-(benzo[c][1,2,5]oxadiazol-5-yl)-1-(4-chlorophenyl)prop-2-en-1-one